lanthanum-cesium [Cs].[La]